5-phenyl-3H-1,2,4-dithiazol-3-one C1(=CC=CC=C1)C1=NC(SS1)=O